C(C)(C)(C)OC(=O)C1NC(N(C1)C)=O (E)-1-methyl-2-oxoimidazoline-4-carboxylic acid tert-butyl ester